2-(2-chlorophenyl)-N-[4-(3-methyl-1,2-thiazol-5-yl)-3-sulfamoylphenyl]Acetamide ClC1=C(C=CC=C1)CC(=O)NC1=CC(=C(C=C1)C1=CC(=NS1)C)S(N)(=O)=O